C(C)(=O)N[C@@H]1C[C@@H](N(C1)C(=O)C=1N=C2N(C=C(C=C2)Cl)C1)C=1SC=C(N1)C(=O)N[C@H](C(=O)NC)CCCCNC(=N)N 2-((2R,4R)-4-Acetamido-1-(6-chloroimidazo[1,2-a]pyridin-2-carbonyl)pyrrolidin-2-yl)-N-((S)-6-guanidino-1-(methylamino)-1-oxohexan-2-yl)thiazol-4-carboxamid